aluminum tri-sec-butoxide CC([O-])CC.CC([O-])CC.CC([O-])CC.[Al+3]